FC(C=1C=NC(=NC1)N1CCN(CC1)C=1OC(=CN1)CC(C)N)(F)F 1-(2-(4-(5-(trifluoromethyl)pyrimidin-2-yl)piperazin-1-yl)oxazol-5-yl)propan-2-amine